C(=O)(O)CNC[C@H](N)C(=O)O 3-[(carboxymethyl)amino]alanine